7-(benzyloxy)-8-(naphthalen-1-ylmethyl)-6-oxo-2-propyl-9-(3-(trifluoromethyl)phenyl)-3,4-dihydro-2H,6H-pyrido[1,2-e][1,2,5]thiadiazine-4-carboxylic acid 1,1-dioxide C(C1=CC=CC=C1)OC1=C(C(=C2N(C(CN(S2(=O)=O)CCC)C(=O)O)C1=O)C1=CC(=CC=C1)C(F)(F)F)CC1=CC=CC2=CC=CC=C12